Cl.Cl.O1CNCC2=C1C(=CC=C2)C2=CC(=C(C(=O)OC)C=C2)N2CCOCC2 methyl 4-(3,4-dihydro-2H-1,3-benzoxazin-8-yl)-2-morpholin-4-ylbenzoate dihydrochloride